methyl (S)-2-((7-chloro-2-(2,6-difluoro-4-sulfamoylphenyl)-6-fluoroimidazo[1,2-a]pyridin-3-yl)methyl)morpholine-4-carboxylate ClC1=CC=2N(C=C1F)C(=C(N2)C2=C(C=C(C=C2F)S(N)(=O)=O)F)C[C@H]2CN(CCO2)C(=O)OC